CC1=C(C=C(C=C1)NC(=O)[NH-])C(F)(F)F ((4-methyl-3-(trifluoromethyl)phenyl)carbamoyl)amide